1,1,4-Trifluoro-2-butene FC(C=CCF)F